1-[3-chloro-2-(2-hydroxyethyl)phenyl]-3-[3-(2-hydroxyethylamino)-5-trifluoromethoxyphenyl]urea ClC=1C(=C(C=CC1)NC(=O)NC1=CC(=CC(=C1)OC(F)(F)F)NCCO)CCO